6-(5-Azaspiro[2.4]heptan-5-ylmethyl)-2-cyclopropyl-pyrimidine-4-carboxylic acid C1CC12CN(CC2)CC2=CC(=NC(=N2)C2CC2)C(=O)O